COC(=O)C1=C(C=NC=C1)NCC1CCOC2=C1C=CC(=C2)SC2=CC=C(C=C2)F 3-[({7-[(4-fluorophenyl)thio]-3,4-dihydro-2H-1-benzopyran-4-yl}methyl)amino]pyridine-4-carboxylic acid methyl ester